C(C)(=O)N1CCC(CC1)C1=NN(C=2C=CC=C(C12)C1=C(C=C2C=NN(C2=C1)C)C#N)CC(=O)NCC(=O)NCC(=O)O (2-(3-(1-acetylpiperidin-4-yl)-5'-cyano-1'-methyl-1H,1'H-[4,6'-biindazol]-1-yl)acetyl)glycylglycine